CC1(C(OC1)C1(CN(CC1)CC1=CC=C(C=C1)CC(=O)N)CCC1=CC=CC=C1)C (4-((3-(3,3-Dimethyloxetan-2-yl)-3-phenethylpyrrolidin-1-yl)methyl)phenyl)acetamide